C(CCCCCCCCCCCCCCCCC)NCCCCCN stearyl-pentamethylenediamine